ClC1=CC=C(C(=N1)C(=O)O)N[C@H](C)C=1C=C(C=C2C(C=C(OC12)C1=CC=CC=C1)=O)C(F)(F)F 6-Chloro-3-[[(1R)-1-[4-oxo-2-phenyl-6-(trifluoromethyl)-chromen-8-yl]ethyl]amino]pyridine-2-carboxylic acid